C(C)(C)(C)OC(=O)N1CCN(CC1)C1=NC=NC2=C(C(=C(C=C12)Cl)C1=NC(=CC2=CC=CC=C12)N)F 4-[7-(3-amino-1-isoquinolinyl)-6-chloro-8-fluoro-quinazolin-4-yl]piperazine-1-carboxylic acid tert-butyl ester